tert-butyl 3-(4,5-dioxaborolan-2-yl)-2,5-dihydro-1H-pyrrole-1-carboxylate B1C(COO1)C=1CN(CC1)C(=O)OC(C)(C)C